[OH-].COC(=O)NS(=O)(=O)[N+](CC)(CC)CC (methoxycarbonylsulfamoyl)triethylammonium hydroxide